N-[[3-(acetyloxy)-4-methoxy-2-pyridinyl]carbonyl]-L-alanine 1-cyclohexylpropyl ester C1(CCCCC1)C(CC)OC([C@@H](NC(=O)C1=NC=CC(=C1OC(C)=O)OC)C)=O